methacryloyloxyethyl-benzenesulfonic acid C(C(=C)C)(=O)OCCC1=C(C=CC=C1)S(=O)(=O)O